C(C)(C)(C)O[Si](OC(C)=O)(OC(C)=O)OC(C)(C)C dit-butoxydiacetoxysilane